FC1=C(C=C(C=C1)F)S(=O)(=O)NC1=CC=C(C=C1)/N=C/C=1C(=C2C=CC(OC2=CC1)(C)C)O (E)-2,5-difluoro-N-(4-(((5-hydroxy-2,2-dimethyl-2H-chromen-6-yl)methylene)amino)phenyl)benzenesulfonamide